5-cyclopropyl-2-[1-(2-fluorobenzyl)-1H-pyrazolo[3,4-b]pyridin-3-yl]pyrimidin-4-amine C1(CC1)C=1C(=NC(=NC1)C1=NN(C2=NC=CC=C21)CC2=C(C=CC=C2)F)N